CC1CCC(CC1)[NH-] 4-methylcyclohexylamid